C(C)(C)C1=CC=C(C=C1)SC1=C(C(=O)O)C=CC=C1 2-(4-isopropylphenylthio)benzoic acid